1-Isocyanato-3,3,5-tri-methyl-5-isocyanatomethyl-cyclohexan N(=C=O)C1CC(CC(C1)(CN=C=O)C)(C)C